C(=O)(O)C=1C(=C(C(=O)NC2=NC=C(C=C2C(=O)O)C(=O)O)C=C(C1)O)O 2-(3-carboxy-2,5-dihydroxybenzamido)pyridine-3,5-dicarboxylic acid